2-(4-trifluoromethylphenyl)isonicotinamide FC(C1=CC=C(C=C1)C=1C=C(C(=O)N)C=CN1)(F)F